4-[4-(1,3-benzoxazol-2-yl)-4-methylpiperidin-1-yl]-8-bromo-1-methyl-2-oxo-1,2-dihydroquinoline-3-carbonitrile O1C(=NC2=C1C=CC=C2)C2(CCN(CC2)C2=C(C(N(C1=C(C=CC=C21)Br)C)=O)C#N)C